N1=CNC2=C1C=CC(=C2)N2N=NC(=C2)C=2C(NC1=CC=CC=C1C2)=O 3-[1-(3H-benzimidazol-5-yl)-1H-[1,2,3]triazol-4-yl]-1H-quinolin-2-one